[Na].[Na].C(CCCCCCCCCCCCCCCCC)(=O)C(C(=O)N)(CC(=O)N)S(=O)(=O)O stearoyl-sulfosuccinamide disodium